C1(CCCC1)NCC=1NC2=CC(=CC=C2C1)CNC(=O)C=1N=C2N(C(C1)=O)C=CC=C2 N-[[2-[(cyclopentyl-amino)methyl]-1H-indol-6-yl]methyl]-4-oxo-pyrido[1,2-a]pyrimidine-2-carboxamide